FC(C=1N=C2N(C=C(C=C2)CC2CC3(CN(C3)C(=O)N3C[C@@H]4[C@@H](OCC(N4)=O)CC3)C2)C1)(F)F (4aR,8aS)-6-[6-[[2-(trifluoromethyl)imidazo[1,2-a]pyridin-6-yl]methyl]-2-azaspiro[3.3]heptane-2-carbonyl]-4,4a,5,7,8,8a-hexahydropyrido[4,3-b][1,4]oxazin-3-one